di(7-octenyl)tetramethyl-disiloxane C(CCCCCC=C)[Si](O[Si](C)(C)C)(C)CCCCCCC=C